C(C)(C)(C)OC(=O)N1C(C2=C(C(=CC=C2CC1)C(C=CC1=C(C=C(C=C1)Cl)F)O)O)C 7-(3-(4-chloro-2-fluorophenyl)-1-hydroxyallyl)-8-hydroxy-1-methyl-3,4-dihydroisoquinoline-2(1H)-carboxylic acid tert-butyl ester